N1(CCN(CC1)C(=O)OCC1=CC=C(C=C1)NC([C@@H](NC([C@@H](NC([C@@H](NC(OCC1C2=CC=CC=C2C=2C=CC=CC12)=O)C)=O)C)=O)CC(=O)N)=O)C(=O)[O-] 4-(4-((5S,8S,11S)-11-(2-amino-2-oxoethyl)-1-(9H-fluoren-9-yl)-5,8-dimethyl-3,6,9-trioxo-2-oxa-4,7,10-triazadodecan-12-amido)benzyl) piperazine-1,4-dicarboxylate